COC(=O)C1=CN=CC2=CC=C(C=C12)NCC=1C=NC(=CC1)OCC1CCN(CC1)C.C(C)OCCOC 1-ethoxy-2-methoxyethane methyl-6-(((6-((1-methylpiperidin-4-yl)methoxy)pyridin-3-yl)methyl)amino)isoquinoline-4-carboxylate